(Z)-3-(4-(3-(4-(2-(4-(1-(4-hydroxyphenyl)-2-phenylbut-1-en-1-yl)phenoxy)ethyl)piperazin-1-yl)propoxy)-1-oxoisoindolin-2-yl)piperidine-2,6-dione OC1=CC=C(C=C1)/C(=C(\CC)/C1=CC=CC=C1)/C1=CC=C(OCCN2CCN(CC2)CCCOC2=C3CN(C(C3=CC=C2)=O)C2C(NC(CC2)=O)=O)C=C1